20-amino-8-fluoro-6-hydroxy-6,18-bis(trifluoromethyl)-23-oxa-3,4,21-triazatetracyclo[15.3.1.12,5.17,11]tricosa-1(21),2,4,7(22),8,10,12,17,19-nonaen-16-one NC1=CC(=C2C(CCC=CC3=CC=C(C(C(C4=NN=C(C1=N2)O4)(C(F)(F)F)O)=C3)F)=O)C(F)(F)F